3-Methyl-5-cyclopentadecenon CC1CC(CCCCCCCCCC=CC1)=O